C(C1=CC=CC=C1)N1C[C@H]([C@@H](C1)C1=CC(=NC(=C1)C)OC)C#N |r| rac-(3s,4r)-1-benzyl-4-(2-methoxy-6-methylpyridin-4-yl)pyrrolidine-3-carbonitrile